methyl (6-methacroyl)hexanoate C(=O)(C(=C)C)CCCCCC(=O)OC